C(C1=CC=CC=C1)N1CCC(=CC1)C=1C2(C3=CC=CC=C3C1)CCC(CC2)(C(=O)O)NC2=CC(=CC=C2)Cl (1r,4r)-2'-(1-benzyl-1,2,3,6-tetrahydropyridin-4-yl)-4-(3-chloroanilino)spiro[cyclohexane-1,1'-indene]-4-carboxylic acid